Geranyl tiglate (GERANYL TIGLATE) C(\C=C(/C)\CCC=C(C)C)C/C(/C(=O)O)=C\C.C(\C(\C)=C\C)(=O)OC\C=C(/C)\CCC=C(C)C